BrC1=CC=C(OC[C@@H]2COCC(O2)(C(=O)N(C)C)C)C=C1 (6S)-6-((4-bromophenoxy)methyl)-N,N,2-trimethyl-1,4-dioxan-2-carboxamide